N-(5-((2-methoxy-1-methyl-1H-benzo[d]imidazol-6-yl)ethynyl)-8-(methylamino)-2,7-naphthyridin-3-yl)cyclopropanecarboxamide COC1=NC2=C(N1C)C=C(C=C2)C#CC2=C1C=C(N=CC1=C(N=C2)NC)NC(=O)C2CC2